4-({2-[4-{5-chloro-2-[4-(trifluoromethyl)-1H-1,2,3-triazol-1-yl]phenyl}-5-methoxy-2-oxopyridin-1(2H)-yl]propionyl}amino)-2-fluorobenzamide ClC=1C=CC(=C(C1)C1=CC(N(C=C1OC)C(C(=O)NC1=CC(=C(C(=O)N)C=C1)F)C)=O)N1N=NC(=C1)C(F)(F)F